dihydro-2-(3-pyridinylethynyl)-7(4H)-benzothiazolone N1=CC(=CC=C1)C#CC1SC2=C(N1)CC=CC2=O